BrC1=CC(=C(C=C1)C(=O)[C@H]1O[C@@H]([C@H]([C@@H]([C@@H]1OCC1=CC=CC=C1)OCC1=CC=CC=C1)OCC1=CC=CC=C1)COCC1=CC=CC=C1)C(F)(F)F (4-bromo-2-(trifluoromethyl)phenyl)((2S,3S,4S,5R,6R)-3,4,5-tris(benzyloxy)-6-((benzyloxy)methyl)tetrahydro-2H-pyran-2-yl)methanone